Cl[O-].[Ca+2].Cl[O-] calcium hypochlorite